C(C)(C)(C)OC(=O)N1CC(CC(C1)CCCCO)CCCCO.C(C)(C)(C)C1=CC=C(C=C1)S(=O)(=O)NC1=NC=NC(=C1OC1=C(C=CC=C1)OC)Cl 4-tert-butyl-N-[6-chloro-5-(2-methoxyphenoxy)-4-pyrimidinyl]benzenesulfonamide Tert-Butyl-3,5-Bis(4-Hydroxybutyl)Piperidine-1-Carboxylate